(2S,5S)-5-(2-bromo-4,6-difluorobenzyl)-2-(tert-butyl)-5-phenyl-1,3-dioxolan-4-one BrC1=C(C[C@@]2(C(O[C@H](O2)C(C)(C)C)=O)C2=CC=CC=C2)C(=CC(=C1)F)F